1-(3-((5-bromo-2-((3-ethyl-1-(1-methylpiperidin-4-yl)-1H-pyrazol-4-yl)amino)pyrimidin-4-yl)amino)propyl)piperidin-2-one BrC=1C(=NC(=NC1)NC=1C(=NN(C1)C1CCN(CC1)C)CC)NCCCN1C(CCCC1)=O